FC1(O[C@H]([C@H](N(C1)C(=O)C1=NC(=CC(=C1C1=NC=CC=N1)C)C)CNC1=NC=C(C=N1)C(F)(F)F)C)F ((5R,6S)-2,2-Difluoro-6-methyl-5-(((5-(trifluoromethyl)pyrimidin-2-yl)amino)methyl)morpholino)(4,6-dimethyl-3-(pyrimidin-2-yl)pyridin-2-yl)methanone